propyl 1,2,3,4-tetrahydroisoquinoline-2-carboxylate C1N(CCC2=CC=CC=C12)C(=O)OCCC